Vinyl-pentanoat C(=C)OC(CCCC)=O